1-ethyl-7-methoxy-2-(11-methyl-1,9-diazatricyclo[6.3.1.04,12]dodeca-2,4(12),5,7-tetraen-2-yl)benzimidazole-5-carboxylic acid methyl ester COC(=O)C1=CC2=C(N(C(=N2)C=2N3C(CNC4=CC=CC(C2)=C34)C)CC)C(=C1)OC